2-hexyl acrylate (hexyl acrylate) C(CCCCC)C(C(=O)O)=C.C(C=C)(=O)OC(C)CCCC